(2R,5R)-tert-butyl 4-acetyl-5-(3-bromo-5-chlorophenyl)-2-(methoxymethyl)piperazine-1-carboxylate C(C)(=O)N1C[C@@H](N(C[C@H]1C1=CC(=CC(=C1)Cl)Br)C(=O)OC(C)(C)C)COC